NC(C)(C)C=1N=C(C(=NC1)[C@H]1C[C@H](C1)C1=NN2C(=NC=3C(=CC=CC3C2=N1)Cl)N)C 2-{cis-3-(5-(2-aminopropan-2-yl)-3-methylpyrazin-2-yl)cyclobutyl}-7-chloro-[1,2,4]triazolo[1,5-c]quinazolin-5-amine